tert-butyl (R)-6-(1-(2-(2-(2-hydroxyethoxy)ethoxy)ethyl)-2-oxo-1,2-dihydropyridin-4-yl)-4-azaspiro[2.4]heptane-4-carboxylate OCCOCCOCCN1C(C=C(C=C1)[C@@H]1CN(C2(CC2)C1)C(=O)OC(C)(C)C)=O